C1(CCC1)CN[C@H]1CN(CCC1)C1=CC(N(C=C1)CC1=NNC(=C1)C=1C=NC=C(C1)OC)=O (R)-4-(3-((cyclobutylmethyl)amino)piperidin-1-yl)-1-((5-(5-methoxypyridin-3-yl)-1H-pyrazol-3-yl)methyl)pyridin-2(1H)-one